ClC(C(=O)N(C)CCCNC1=CC=NC2=CC(=CC=C12)Cl)Cl 2,2-dichloro-N-[3-[(7-chloroquinolin-4-yl)amino]propyl]-N-methylacetamide